C(C)(=O)ON=C(C=CC1=CC=CC=C1)C=1SC=CC1 3-phenyl-1-(2-thienyl)prop-2-en-1-one O-acetyloxime